N1=CC=C(C=C1)NCCC(=O)OCCCN(CCCCCCC(C(=O)[O-])(CCCCCCCC)CCCCCC)CCCCCCC(C(=O)[O-])(CCCCCCCC)CCCCCC ((3-((3-(pyridin-4-ylamino)propanoyl)oxy)propyl)azanediyl)bis(hexane-6,1-diyl)bis(2-hexyldecanoate)